CC1=CC(=NN1)NC1=NC(=NC=C1)NC1C2CC3(CC(CC1C3)C2)O 4-[(4-[(5-methyl-1H-pyrazol-3-yl)amino]pyrimidin-2-yl)amino]adamantan-1-ol